CC1=C(C=CC=C1)OP(OC1=C(C=CC=C1)C)(O)=O Bis(2-methylphenyl)phosphoric acid